C(#N)C=1C=C(C=CC1)C=1N=C(SC1C1=CC(=NC(=C1)C)[C@H](C)O)NC(=O)N1CC2(COC2)C1 N-[4-(3-Cyanophenyl)-5-[2-[(1S)-1-hydroxyethyl]-6-methyl-4-pyridyl]thiazol-2-yl]-2-oxa-6-azaspiro[3.3]heptan-6-carboxamid